(3-methoxy-4-nitrophenyl)(3,4-dimethoxyphenyl)methanone COC=1C=C(C=CC1[N+](=O)[O-])C(=O)C1=CC(=C(C=C1)OC)OC